1-methyl-5-(2-(4-(dimethylamino)phenyl)amino-5-fluoropyrimidin-4-yl)-pyridin-2(1H)-one CN1C(C=CC(=C1)C1=NC(=NC=C1F)NC1=CC=C(C=C1)N(C)C)=O